2-(3-tert.-Butyl-5-methyl-2-hydroxyphenyl)-5-chlorobenztriazol C(C)(C)(C)C=1C(=C(C=C(C1)C)N1N=C2C(=N1)C=CC(=C2)Cl)O